hydroxymethyl-propane tricaprylate C(CCCCCCC)(=O)O.C(CCCCCCC)(=O)O.C(CCCCCCC)(=O)O.OCCCC